C1(CC1)C=1C=CC=2N(C1)C=C(N2)CNC2=CC(=NC=N2)NC(=O)NCC2=NC=CC(=N2)OC 1-(6-(((6-cyclopropylimidazo[1,2-a]pyridin-2-yl)methyl)amino)pyrimidin-4-yl)-3-((4-methoxypyrimidin-2-yl)methyl)urea